C(CCCCCCCCCC(=O)[O-])(=O)[O-].[Na+].[Na+] sodium undecanedioate